BrC1=CC=CC=2C=3N(C(=NC12)NC=1C(N=CC=NC1)=O)N=C(N3)C=3C=NN(C3)C (6R)-6-{[7-bromo-2-(1-methyl-1H-pyrazol-4-yl)[1,2,4]triazolo[1,5-c]quinazolin-5-yl]amino}-1,4-diazepin-5-one